COC1=CC=C(C=C1)C=1C(C=2N(NC1)C(=C(N2)C2=CC=CC=C2)C2=CC=CC=C2)=O 7-(4-methoxyphenyl)-2,3-diphenylimidazo[1,2-b]pyridazin-8(5H)-one